methyl 2-[(3-ethoxy-3-oxo-propionyl)-methyl-amino]-3-methyl-cyclopentene-1-carboxylate C(C)OC(CC(=O)N(C1=C(CCC1C)C(=O)OC)C)=O